C(#N)C=1C=CC2=C(N(C(=N2)NC(CC(C)(O)C2=C(C=CC=C2F)F)=O)C2(CCC2)C)C1 N-(6-cyano-1-(1-methylcyclobutyl)-1H-benzo[d]imidazol-2-yl)-3-(2,6-difluorophenyl)-3-hydroxybutanamide